FC1=C(C(=CC(=C1)S(=O)(=O)N1CCN(CC1)C)OC)C1=CC(=C(C=C1)C)N(C=1SC=C(N1)C1=NC(=CC(=N1)N)N)CCC 2-(2-((2'-Fluoro-6'-methoxy-4-methyl-4'-((4-methylpiperazin-1-yl)sulfonyl)-[1,1'-biphenyl]-3-yl)(propyl)amino)thiazol-4-yl)pyrimidine-4,6-diamine